C(#N)C1=CC=C(C=C1)NC(=O)C1=C(C2=C(CCC3=CN(N=C23)CC2=NC=CC=C2)O1)C N-(4-Cyanophenyl)-8-methyl-2-(pyridin-2-ylmethyl)-4,5-dihydro-2H-furo[2,3-g]indazol-7-carboxamid